ClC1=NC=C(C(=C1)NC1=CC=C(C=C1)OC)[N+](=O)[O-] 2-chloro-N-(4-methoxyphenyl)-5-nitropyridin-4-amine